8-[5-[5-[(1R)-1-(3,5-dichloro-4-pyridyl)ethoxy]-1H-indazol-3-yl]-2-pyridyl]-1,8-diazaspiro[4.5]decan-2-one ClC=1C=NC=C(C1[C@@H](C)OC=1C=C2C(=NNC2=CC1)C=1C=CC(=NC1)N1CCC2(CCC(N2)=O)CC1)Cl